(R)-3-(4-chlorophenyl)-1-methyl-1-(1-(1-oxo-1,2-dihydroisoquinolin-4-yl)ethyl)urea ClC1=CC=C(C=C1)NC(N([C@H](C)C1=CNC(C2=CC=CC=C12)=O)C)=O